C(C)(C)(C)C=1C=C(C=CC1)N1C=NC=2C1=CC1=C3B(C=4C=CC=CC4OC23)C=2C=CC=CC2O1 11-(3-(tert-butyl)phenyl)-11H-9,14-dioxa-11,13-diaza-4b-boracyclopenta[a]naphtho[3,2,1-de]anthracene